COC=1C=C(NCCOCCOC)C=CC1 3-methoxy-N-(2-(2-methoxyethoxy)ethyl)aniline